C(C)N(C1=CC=C(C=N1)[C@H](C)NS(=O)C(C)(C)C)CC N-((S)-1-(6-(diethylamino)pyridin-3-yl)ethyl)-2-methylpropan-2-sulfinamide